1-(tert-butoxycarbonyl)pyrrol-2-ylboronic acid C(C)(C)(C)OC(=O)N1C(=CC=C1)B(O)O